methyl 4-(7-octyloxy)-3,5-dihydroxybenzoate CCCCCCC(C)OC1=C(C=C(C(=O)OC)C=C1O)O